2-methyldihydrofuran-3(2H)-one-O-(4-(trifluoromethyl)benzoyl) oxime FC(C1=CC=C(C(=O)ON=C2C(OCC2)C)C=C1)(F)F